CC=1N=C2N(C=C(C=C2C)C=2N=C3N(C(C2)=O)C=C(C=C3)C3CCN(CC3)CCO)C1 2-(2,8-dimethylimidazo[1,2-a]pyridin-6-yl)-7-[1-(2-hydroxyethyl)piperidin-4-yl]-4H-pyrido[1,2-a]pyrimidin-4-one